BrC1=CC2=CN(N=C2C=C1OC(F)F)C 5-bromo-6-(difluoromethoxy)-2-methyl-2H-indazole